2-(4-(methylsulfonyl)-phenyl)-5-(4-(trifluoro-methyl)phenoxy)-1,2,3,4-tetrahydroisoquinoline CS(=O)(=O)C1=CC=C(C=C1)N1CC2=CC=CC(=C2CC1)OC1=CC=C(C=C1)C(F)(F)F